C(C)N1C(N(C2=C1C=C(C=C2)[C@@H]2[C@H](CNCC2)F)C2C(NC(CC2)=O)=O)=O 3-[3-ethyl-5-[(3R,4R)-3-fluoro-4-piperidyl]-2-oxo-benzimidazol-1-yl]piperidine-2,6-dione